C(C)(C)(C)OC(=O)NC1(CC(C(C1)O)F)C(=O)[O-] racemic-1-((tert-butoxycarbonyl)amino)-3-fluoro-4-hydroxycyclopentane-1-carboxylate